C(C)(=O)N1C[C@@H](C=2C3=C(C(NC2C1)=O)C=C(C(=C3)F)F)N(C(=O)NC3=CC(=C(C=C3)F)Cl)C (R)-1-(3-Acetyl-8,9-difluoro-6-oxo-1,2,3,4,5,6-hexahydrobenzo[c][1,7]naphthyridin-1-yl)-3-(3-chloro-4-fluorophenyl)-1-methylurea